(S)-2-(2-hydroxyethoxy)-2-methoxyethyl 4-methylbenzenesulfonate CC1=CC=C(C=C1)S(=O)(=O)OC[C@@H](OC)OCCO